([1,1'-biphenyl]-4-carbonyl)-4-nitrobenzenesulfonohydrazide C1(=CC=C(C=C1)C(=O)C1=C(C=CC(=C1)[N+](=O)[O-])S(=O)(=O)NN)C1=CC=CC=C1